O(S(=O)(=O)C(F)(F)F)C=1C(=NC(=C2C=C(C(N(C12)C)=O)C1(CCN(CC1)C(C)=O)O)NC(C)C1=C(C(=CC=C1)C(F)F)F)C 3-(1-acetyl-4-hydroxypiperidin-4-yl)-5-((1-(3-(difluoromethyl)-2-fluorophenyl) ethyl) amino)-1,7-dimethyl-2-oxo-1,2-dihydro-1,6-naphthyridin-8-yl triflate